(3-methyl-2-nitro-imidazol-4-yl)methanamine CN1C(=NC=C1CN)[N+](=O)[O-]